2-(3,4-dimethoxyphenyl)-5-(1'-isopropyl-[1,4'-bipiperidin]-4-yl)-1-methyl-1H-benzo[d]imidazole COC=1C=C(C=CC1OC)C1=NC2=C(N1C)C=CC(=C2)C2CCN(CC2)C2CCN(CC2)C(C)C